C(CCC)(=O)SCCOP(=O)(OCCSC(CCC)=O)C(C=1C=CC2=C(C=C(S2)C(=O)OC2=CC=C(C=C2)[N+](=O)[O-])C1)(F)F 4-nitrophenyl 5-({bis[2-(butanoylsulfanyl)ethoxy]phosphoryl}difluoromethyl)-1-benzothiophene-2-carboxylate